BrC=1C=C(C=CC1)NC1(CCC2(C(=CC3=CC=CC=C23)C2=CC(=CC(=C2)OC)OC)CC1)C(=O)O 4-(3-Bromophenylamino)-2'-(3,5-dimethoxyphenyl)spiro[cyclohexane-1,1'-indene]-4-carboxylic acid